NC1=C(C(=O)NC=2SC(=CN2)Cl)C=CC=C1 2-amino-N-(5-chlorothiazol-2-yl)benzamide